ClC1=NC=C(C(=N1)OC=1N=CC=2CCC3=C(C2C1F)NC1=C3C(NCC1)=O)[C@H](C)O (S)-2-((2-chloro-5-(1-hydroxyethyl)pyrimidin-4-yl)oxy)-1-fluoro-8,9,10,11-tetrahydro-5H-pyrido[3',4':4,5]pyrrolo[2,3-f]isoquinolin-7(6H)-one